O1C(CCCC1)O[C@@H](C)C=1N(C=CN1)CC1=NOC(=C1)C1=CC=C(C=C1)C#CC=1C=CC(=NC1)CN1CC(C1)C#N 1-((5-((4-(3-((2-((1S)-1-((tetrahydro-2H-pyran-2-yl)oxy)ethyl)-1H-imidazol-1-yl)methyl)isoxazol-5-yl)phenyl)ethynyl)pyridin-2-yl)methyl)azetidine-3-carbonitrile